FC=1C(=NC=CC1)C(=O)O 3-FLUOROPYRIDINE-2-CARBOXYLIC ACID